C1(CC1)NC1CCN(CC1)C=1C=2N(C(=CC1)C(=O)NC=1N=C3N(C=C(N=C3C)C)C1)N=C(C2)CO 4-[4-(cyclopropylamino)-1-piperidyl]-N-(6,8-dimethylimidazo[1,2-a]pyrazin-2-yl)-2-(hydroxymethyl)pyrazolo[1,5-a]-pyridine-7-carboxamide